FC(C(=O)O)(F)F.NCC(CC=1N(C(NN1)=O)C=1C=NC(=CC1)C1=CC=C(C=C1)S(=O)(=O)C)=C(F)F [2-(aminomethyl)-3,3-difluoro-allyl]-4-[6-(4-methylsulfonylphenyl)-3-pyridinyl]-1,2,4-triazol-3-one trifluoroacetate salt